BrCCCCC(=O)NC1=CC(=C(C=C1)OC)OC N-5-bromopentanoyl-3,4-dimethoxyaniline